2,3-dihydrobenzo[b][1,4]oxazine-4-carboxylate O1C2=C(N(CC1)C(=O)[O-])C=CC=C2